2-(2-(trifluoromethyl)pyrimidin-5-yl)-2,8-diazaspiro[4.5]decane FC(C1=NC=C(C=N1)N1CC2(CC1)CCNCC2)(F)F